ClC=1C=C(C=CC1)N1N=CC=2C1=NC(=NC2NC(=O)C=2SC(=CC2)[N+](=O)[O-])C2=CC(=CC=C2)Cl N-(1,6-bis(3-chlorophenyl)-1H-pyrazolo[3,4-d]pyrimidin-4-yl)-5-nitrothiophene-2-carboxamide